O[C@H]1[C@@H](N(C1)C1=NC(=CC(=C1C#N)C(F)(F)F)C=1C=NN(C1)C1CCNCC1)C 2-[(2S,3r)-3-hydroxy-2-methyl-azetidin-1-yl]-6-[1-(4-piperidinyl)pyrazol-4-yl]-4-(trifluoromethyl)pyridine-3-carbonitrile